6-(4-((1-(3-((3-((tert-butoxycarbonyl)(methyl)amino)propoxy)methyl)phenyl)ethyl)amino)-6-(morpholine-4-carbonyl)thieno[3,2-d]pyrimidin-7-yl)hexyl ethanesulfonate C(C)S(=O)(=O)OCCCCCCC1=C(SC2=C1N=CN=C2NC(C)C2=CC(=CC=C2)COCCCN(C)C(=O)OC(C)(C)C)C(=O)N2CCOCC2